C(CC)C=1SC=C2C1OCCO2 propyl-3,4-ethylenedioxythiophene